C(C)N1CCN(CC1)CC=1C=CC(=NC1)NC1=NC=C(C(=N1)C1=CC2=C(N=C3COCC(N32)C)C(=C1)F)F N-(5-((4-ethylpiperazin-1-yl)methyl)pyridin-2-yl)-5-fluoro-4-(9-fluoro-4-methyl-3,4-dihydro-1H-benzo[4,5]imidazo[2,1-c][1,4]oxazin-7-yl)pyrimidin-2-amine